((6-chloro-2-methylpyridin-3-yl)oxy)-4-methyl-5-(trifluoromethyl)nicotinic acid ClC1=CC=C(C(=N1)C)OC1=C(C(=O)O)C(=C(C=N1)C(F)(F)F)C